2-chloro-3-fluoro-5-(1-tetrahydropyran-2-ylpyrazol-4-yl)pyridine ClC1=NC=C(C=C1F)C=1C=NN(C1)C1OCCCC1